C1(CCC1)CC(=O)N1CCC(CC1)OC=1C=CC=C2C(=NN(C12)C)C1C(NC(CC1)=O)=O 3-(7-((1-(2-cyclobutylacetyl)piperidin-4-yl)oxy)-1-methyl-1H-indazol-3-yl)-piperidine-2,6-dione